(2R,3S,5R)-5-(6-(cyclopropylamino)-2-fluoro-9H-purin-9-yl)-2-ethynyl-2-(hydroxymethyl)tetrahydrofuran-3-ol C1(CC1)NC1=C2N=CN(C2=NC(=N1)F)[C@H]1C[C@@H]([C@](O1)(CO)C#C)O